BrC1=C(C(=CC=C1)F)NC1=C(C(=NN1C)C)C1=C(C=C(C=C1)F)Cl N-(2-Bromo-6-fluorophenyl)-4-(2-chloro-4-fluorophenyl)-1,3-dimethyl-1H-pyrazol-5-amin